(R)-(3-Aminopiperidin-1-yl)(2-(1-benzyl-1H-indol-2-yl)-3,4-dihydro-5-oxa-1,2a-diazaacenaphthylen-7-yl)methanon N[C@H]1CN(CCC1)C(=O)C=1C=C2OCCN3C(=NC(C1)=C32)C=3N(C2=CC=CC=C2C3)CC3=CC=CC=C3